(S)-3-(1-(5-(difluoromethyl)pyridin-3-yl)pyrrolidin-3-yl)-4-methyl-N-(3-(trifluoromethyl)phenyl)benzamide FC(C=1C=C(C=NC1)N1C[C@@H](CC1)C=1C=C(C(=O)NC2=CC(=CC=C2)C(F)(F)F)C=CC1C)F